CC1CC(CCC1N)N 3-methyl-1,4-cyclohexanediamine